FC(C=1C=C(C=C2NC(C(NC12)=S)(C)C)F)F 8-difluoromethyl-6-fluoro-3,3-dimethyl-3,4-dihydro-1H-quinoxaline-2-thione